C(C)(C)(C)OC(=O)N1C[C@H](CC1)OS(=O)(=O)CC1=CC=CC=C1 (S)-3-(toluenesulfonyloxy)pyrrolidine-1-carboxylic acid tert-butyl ester